1-(2-methoxy-6-meth-ylphenyl)-3-{2-methyl-1-[3-(pyridin-3-yl)-1,2,4-oxadiazol-5-yl]-propyl}urea COC1=C(C(=CC=C1)C)NC(=O)NC(C(C)C)C1=NC(=NO1)C=1C=NC=CC1